S(=S)(=O)(O)O.NC(=O)N urea thiosulfate